5-(2,2-diethylpiperazin-1-yl)-2,3-dihydro-1,4-benzodioxine C(C)C1(N(CCNC1)C1=CC=CC=2OCCOC21)CC